(R)-N-(2-(1-methyl-1H-pyrrolo[2,3-c]pyridin-3-yl)-2-(pyrrolidin-1-yl)ethyl)-1H-indole-6-sulfonamide CN1C=C(C=2C1=CN=CC2)[C@H](CNS(=O)(=O)C2=CC=C1C=CNC1=C2)N2CCCC2